C(C)C1=C(C=C(C=N1)CN1N=C(C=CC1=O)C=1C=NC(=NC1)OCC(F)(F)F)F 2-((6-ethyl-5-fluoropyridin-3-yl)methyl)-6-(2-(2,2,2-trifluoroethoxy)pyrimidin-5-yl)pyridazine-3(2H)-one